2-(2-fluoropyridin-4-yloxymethyl)imidazo[1,2-a]pyrimidine FC1=NC=CC(=C1)OCC=1N=C2N(C=CC=N2)C1